6-(Boc-amino)-1-(4-fluorophenyl)-2-oxo-1,2-dihydropyridine-3-carboxylic acid C(=O)(OC(C)(C)C)NC1=CC=C(C(N1C1=CC=C(C=C1)F)=O)C(=O)O